1-(7-Chloro-5-vinyl-3,4-dihydroisoquinolin-2(1H)-yl)ethan-1-one ClC1=CC(=C2CCN(CC2=C1)C(C)=O)C=C